C(C)(=O)ON=C(CC(C)=O)C=1C=CC=2N(C3=CC=C(C=C3C2C1)C(C1=C(C=CC=C1)C)=O)CC 1-[9-ethyl-6-(2-methylbenzoyl)-9H-carbazol-3-yl]butane-1,3-dione-1-(O-acetyl oxime)